Oxetan-3-ylmethyl (2-amino-5-(thiophen-2-yl)phenyl)carbamate NC1=C(C=C(C=C1)C=1SC=CC1)NC(OCC1COC1)=O